1-(4-(((R)-1-(3-((S)-1,1-difluoro-2-hydroxypropyl)-2-fluorophenyl)ethyl)amino)-7-methoxy-2-methylpyrido[2,3-d]pyrimidin-6-yl)cyclopropane-1-carbonitrile FC([C@H](C)O)(F)C=1C(=C(C=CC1)[C@@H](C)NC=1C2=C(N=C(N1)C)N=C(C(=C2)C2(CC2)C#N)OC)F